C1(CCCC1)NC([C@H](C)NC1=NC=NC2=CC=C(C=C12)C=1C=NC(=CC1)OC)=O (S)-N-cyclopentyl-2-((6-(6-methoxypyridin-3-yl)quinazolin-4-yl)amino)propanamide